3-(2-amino-4-methylphenoxy)propan-1-sulfonic acid NC1=C(OCCCS(=O)(=O)O)C=CC(=C1)C